C[C@H]([C@@H](C(NC)=O)NC(=O)[C@H](CCCN1C(=NC=C1)[N+](=O)[O-])NC(OC(C)(C)C)=O)CC tert-butyl N-[(1S)-1-{[(1S,2S)-2-methyl-1-(methylcarbamoyl)butyl] carbamoyl}-4-(2-nitro-1H-imidazol-1-yl)butyl]carbamate